C(OCC)(OC=1C(=NC=CC1OC)C(N[C@@H](C)C1=NOC(=N1)C1=CC(=CC=C1)C(C)C)=O)=O (S)-ethyl (2-((1-(5-(3-isopropylphenyl)-1,2,4-oxadiazol-3-yl)ethyl)carbamoyl)-4-methoxypyridin-3-yl) carbonate